ClC=1C=C(C=NC1N1N=CC=N1)NC(=O)[C@H]1C[C@@](C2=C1C=NC=1N2N=C(C1)F)(C)C=1C=NN(C1)C(C)C (6S,8S)-N-(5-chloro-6-(2H-1,2,3-triazol-2-yl)pyridin-3-yl)-2-fluoro-8-(1-isopropyl-1H-pyrazol-4-yl)-8-methyl-7,8-dihydro-6H-cyclopenta[e]pyrazolo[1,5-a]pyrimidine-6-carboxamide